perfluoroadipoyl fluoride FC(C(=O)F)(C(C(C(C(=O)F)(F)F)(F)F)(F)F)F